FC1=C(C=CC(=C1)OCC[S@@](=O)C)N1CCN(CC1)C(=O)OC(C)(C)C tert-butyl (S)-4-(2-fluoro-4-(2-(methylsulfinyl)ethoxy)phenyl)-piperazine-1-carboxylate